OC1(CC1)COC1=CC=2N(C(=C1)C=1C=NC(=CC1)N1C[C@@H](CC1)OC=1C=NC(=CC1)OC)C(=CN2)C#N (R)-7-((1-hydroxycyclopropyl)methoxy)-5-(6-(3-((6-methoxypyridin-3-yl)oxy)pyrrolidin-1-yl)pyridin-3-yl)imidazo[1,2-a]pyridine-3-carbonitrile